N2-(4-((S)-3-aminopiperidin-1-yl)-5-(1-(trifluoromethyl)-1H-pyrazol-4-yl)pyridin-2-yl)-6-(2-fluoro-6-methoxyphenyl)pyridin-2,5-diamine hydrochloride Cl.N[C@@H]1CN(CCC1)C1=CC(=NC=C1C=1C=NN(C1)C(F)(F)F)NC1=NC(=C(C=C1)N)C1=C(C=CC=C1OC)F